6-chloro-N-methyl-2,3-dihydrobenzo-furan-3-amine ClC1=CC2=C(C(CO2)NC)C=C1